3-bromo-N-(tert-butyl)picolinamide BrC=1C(=NC=CC1)C(=O)NC(C)(C)C